2-(2-Chloropyridin-3-yl)acetic acid ClC1=NC=CC=C1CC(=O)O